(S)-5-(methyl-d3)-3-(trifluoromethyl)-7,8,9,10-tetrahydro-5H-pyrazino[1,2-a]pyrido[3,2-e]pyrazin-6(6aH)-one C(N1C([C@H]2N(C3=C1C=C(C=N3)C(F)(F)F)CCNC2)=O)([2H])([2H])[2H]